4-morpholino-2-[(2E)-2-(m-tolylmethylene)hydrazino]-N-tetrahydropyran-4-yl-thieno[3,2-d]pyrimidine-6-carboxamide O1CCN(CC1)C=1C2=C(N=C(N1)N/N=C/C=1C=C(C=CC1)C)C=C(S2)C(=O)NC2CCOCC2